FC1=C(C=CC=C1)CC1N(CC1)C(=O)OC(C)(C)C tert-butyl 2-[(2-fluorophenyl)methyl]azetidine-1-carboxylate